FC1=CC=C(C=N1)C=1C(=NC(=NC1)NC=1C=NN(C1)C)OC=1C=C(C=CC1)NC(C=C)=O N-(3-((5-(6-fluoropyridin-3-yl)-2-((1-methyl-1H-pyrazol-4-yl)amino)pyrimidin-4-yl)oxy)phenyl)acrylamide